2-(6-(5-(fluoromethyl)-6,7-dihydro-5H-pyrrolo[2,1-c][1,2,4]triazole-3-yl)pyridin-2-yl)-6-(isopropyl(methyl)amino)-1-oxo-2,3-dihydro-1H-pyrrolo[3,4-c]pyridine FCC1CCC2=NN=C(N21)C2=CC=CC(=N2)N2CC=1C=NC(=CC1C2=O)N(C)C(C)C